1,2-diamino-4,5-dichloro-benzene NC1=C(C=C(C(=C1)Cl)Cl)N